ClC1=NC=C(C(=N1)NC1=C(C=CC=C1)OC)C(=O)N 2-chloro-4-((2-methoxyphenyl)amino)pyrimidine-5-carboxamide